C(CCC)C1=CC=C(C=C1)CO (4-butylphenyl)methanol